OCCN(CCN1C(C2=C3C(=CC=4C2=C(C1=O)C=CC4OC)C=CC=C3)=O)C 2-(2-((2-hydroxyethyl)(methyl)amino)ethyl)-6-methoxy-1H-dibenzo[de,h]isoquinoline-1,3(2H)-dione